N1N=C(C=C1)C(=O)N 1H-pyrazoleformamide